N1C=NC=C1C#N Imidazole-c-5-carbonitrile